(S)-4-(cyclopropyl(4-(5,6,7,8-tetrahydro-1,8-naphthyridin-2-yl)butyl)amino)-2-((((2,3-dihydro-1H-inden-2-yl)oxy)carbonyl)amino)butanoic acid C1(CC1)N(CC[C@@H](C(=O)O)NC(=O)OC1CC2=CC=CC=C2C1)CCCCC1=NC=2NCCCC2C=C1